N2-(2-methylthioethyl)guanosine 5'-monophosphate P(=O)(O)(O)OC[C@@H]1[C@H]([C@H]([C@@H](O1)N1C=NC=2C(=O)NC(NCCSC)=NC12)O)O